1-(2-bromophenyl)-1,2,3-triazole BrC1=C(C=CC=C1)N1N=NC=C1